(1S,3S)-3-((6-(5-(((((3,5-Difluoro-benzyl)oxy)carbonyl)amino)methyl)-1-methyl-1H-pyrazol-4-yl)pyridin-3-yl)oxy)cyclohexan FC=1C=C(COC(=O)NCC2=C(C=NN2C)C2=CC=C(C=N2)OC2CCCCC2)C=C(C1)F